Cl.N1=CC=C2N1C=CC=C2N pyrazolo[1,5-a]pyridin-4-amine hydrochloride